2'-O-hexadecyl-adenosine-3'-phosphate P(=O)(O)(O)O[C@H]1[C@H]([C@@H](O[C@@H]1CO)N1C=NC=2C(N)=NC=NC12)OCCCCCCCCCCCCCCCC